N-(4-chloro-3-(pyridin-2-ylmethoxy)phenyl)acetamide ClC1=C(C=C(C=C1)NC(C)=O)OCC1=NC=CC=C1